BrCC1=CC=CC(=N1)C1=NC(=CC=C1)C 6-(bromomethyl)-6'-methyl-2,2'-bipyridine